ClC1=C(C=C(CNC(C(C)C)=O)C=C1)C=1NC(C=C(N1)C=1C=NC(=NC1)C(F)(F)F)=O N-{4-chloro-3-[6-oxo-2'-(trifluoromethyl)-1,6-dihydro-[4,5'-bipyrimidinyl]-2-yl]benzyl}isobutyramide